CN1C[C@@H]2[C@H](CC1)CCN2C=2C(N(C(=NN2)C2=C(C=C(C=C2)OC(F)F)O)C)=O 6-[(3aR,7aS)-6-Methyl-3,3a,4,5,7,7a-hexahydro-2H-pyrrolo[2,3-c]pyridin-1-yl]-3-[4-(difluoromethoxy)-2-hydroxy-phenyl]-4-methyl-1,2,4-triazin-5-one